N,N'-di(3,5-di-tert-butylsalicylidene)-1,2-cyclohexanediamine C(C)(C)(C)C1=C(C(C=NC2C(CCCC2)N=CC=2C(O)=C(C=C(C2)C(C)(C)C)C(C)(C)C)=CC(=C1)C(C)(C)C)O